1-(3,5-bis(trifluoromethyl)phenyl)-3-phenylurea FC(C=1C=C(C=C(C1)C(F)(F)F)NC(=O)NC1=CC=CC=C1)(F)F